CCCC(C)S(=O)(=O)O 1-methyl-3-butanesulfonic acid